2-(1-(4-(hydroxymethyl)piperidine-1-carbonyl)piperidin-4-ylidene)-2-(4-(trifluoromethyl)phenyl)acetonitrile OCC1CCN(CC1)C(=O)N1CCC(CC1)=C(C#N)C1=CC=C(C=C1)C(F)(F)F